3-(5-allyl-2-methoxyphenyl)-5-((4-allylpiperazine-1-yl)methyl)isoxazole C(C=C)C=1C=CC(=C(C1)C1=NOC(=C1)CN1CCN(CC1)CC=C)OC